C1(=CC=CC=C1)NC(=O)C1=NON=C1OCC(F)F phenyl-4-(2,2-difluoroethoxy)-1,2,5-oxadiazole-3-carboxamide